(S)-2-((4-(8-benzyl-7-oxo-5,6,7,8-tetrahydro-1,8-naphthyridin-2-yl)piperazin-1-yl)methyl)-1-(oxetan-2-ylmethyl)-1H-benzo[d]imidazole-6-carboxylic acid C(C1=CC=CC=C1)N1C(CCC=2C=CC(=NC12)N1CCN(CC1)CC1=NC2=C(N1C[C@H]1OCC1)C=C(C=C2)C(=O)O)=O